3-(5-chloro-6-methylpyridin-3-yl)-5-(2-(3-ethyl-3-fluoroazetidin-1-yl)-2-oxoethyl)thieno[3,2-c]pyridin-4(5H)-one ClC=1C=C(C=NC1C)C1=CSC2=C1C(N(C=C2)CC(=O)N2CC(C2)(F)CC)=O